di(2-methylheptanoyl)glycerol CC(C(=O)C(C(C(O)C(C(CCCCC)C)=O)O)O)CCCCC